Tert-butyl (3S)-3-pyrazin-2-ylisoxazolidine-2-carboxylate N1=C(C=NC=C1)[C@H]1N(OCC1)C(=O)OC(C)(C)C